N1(CCC1)C(=O)C=1C=C2C=CC=NC2=CC1OC 6-(azetidine-1-carbonyl)-7-methoxyquinolin